C(#N)N1CC2=C(C=C(C=C2C1)CNC(N(C)C)=O)C1=CC=C(C=C1)C#N ((2-cyano-7-(4-cyanophenyl)isoindolin-5-yl)methyl)-1,1-dimethylurea